O1[C@H](COC2=C1C=CC=C2)C2=CC=C(CN1CC(CCC1)CO)C=C2 (1-{4-[(2S)-2,3-dihydro-1,4-benzodioxin-2-yl]benzyl}piperidin-3-yl)methanol